N,N'-bis[3,5-bis(2-adamantyl)phenyl]-N,N'-bis[3,5-bis(3,5-di-tert-Butylphenyl)phenyl]-2-phenylanthracene-9,10-diamine C12C(C3CC(CC(C1)C3)C2)C=2C=C(C=C(C2)C2C3CC1CC(CC2C1)C3)N(C=3C1=CC=CC=C1C(=C1C=CC(=CC31)C3=CC=CC=C3)N(C3=CC(=CC(=C3)C3=CC(=CC(=C3)C(C)(C)C)C(C)(C)C)C3=CC(=CC(=C3)C(C)(C)C)C(C)(C)C)C3=CC(=CC(=C3)C3C1CC2CC(CC3C2)C1)C1C2CC3CC(CC1C3)C2)C2=CC(=CC(=C2)C2=CC(=CC(=C2)C(C)(C)C)C(C)(C)C)C2=CC(=CC(=C2)C(C)(C)C)C(C)(C)C